COC(=O)C=1C2=C(N=CC1C=1C=NN(C1C)CC13CC4CC(CC(C1)C4)C3)N(C=C2)C=2C=NC(=C(C2)C)Cl 5-(1-(adamantan-1-ylmethyl)-5-methyl-1H-pyrazol-4-yl)-1-(6-chloro-5-methylpyridin-3-yl)-1H-pyrrolo[2,3-b]pyridine-4-carboxylic acid methyl ester